C1(=CC=C(C=C1)C1=NN=C(N1C1=CC=CC=C1)C1=CC=C(C=C1)C(C)(C)C)C1=CC=CC=C1 3-(biphenyl-4-yl)-5-(4-tert-butylphenyl)-4-phenyl-4H-1,2,4-Triazole